5-((R)-1-cyclopropyl-ethoxy)-4-methoxy-pyridine-2-carboxylic acid methyl ester COC(=O)C1=NC=C(C(=C1)OC)O[C@H](C)C1CC1